(Z)-2-(5-bromo-1H-indol-3-yl)-3-(4-(3-bromophenyl)pyridin-3-yl)-acrylonitrile BrC=1C=C2C(=CNC2=CC1)/C(/C#N)=C/C=1C=NC=CC1C1=CC(=CC=C1)Br